FC(COC=1N=C2N(C=CN=C2)C1)F (2,2-difluoroethoxy)imidazo[1,2-a]pyrazine